CC(CO[Si](C)(C)C)=C (2-methylallyloxy)trimethylsilane